5-(4-(6-fluoro-5-methylpyridin-3-yl)phenoxy)-1H-1,2,3-triazole-4-carboxylic acid FC1=C(C=C(C=N1)C1=CC=C(OC2=C(N=NN2)C(=O)O)C=C1)C